N-(6-(1-cyanospiro[2.2]pentan-1-yl)isoquinolin-3-yl)-2-(1-methyl-1H-pyrazol-4-yl)propenamide C(#N)C1(CC12CC2)C=2C=C1C=C(N=CC1=CC2)NC(C(=C)C=2C=NN(C2)C)=O